N-[1-(4-Chlorophenyl)-ethyl]-2-(methyl-tetrahydro-pyran-4-yl-amino)-4-(trifluoromethyl)-thiazole-5-carboxylic acid amide ClC1=CC=C(C=C1)C(C)NC(=O)C1=C(N=C(S1)N(C1CCOCC1)C)C(F)(F)F